OC1=C(C(=CC(=C1)C(F)(F)F)C)C=1C=NC=2C(N1)=NN(C2[C@@H](C)O)[C@H]2CCC(N(C2)C(C)C)=O (S)-5-(6-(2-hydroxy-6-methyl-4-(trifluoromethyl)phenyl)-3-((R)-1-hydroxyethyl)-2H-pyrazolo[3,4-b]pyrazin-2-yl)-1-isopropylpiperidin-2-one